C(C1=CC=CC=C1)OC(=O)N[C@H]1CCC2=C(N(C1)C(=O)OCC1=CC=CC=C1)C=NN2C benzyl (S)-6-(((benzyloxy)carbonyl)amino)-1-methyl-5,6,7,8-tetrahydropyrazolo[4,3-b]azepine-4(1H)-carboxylate